COC1=CC=C(C=C1)CN1N=C(C=C1C1=NC2=C(N1C(=O)OC(C)(C)C)C=CC=C2)NC(C2=CC=C(C=C2)SC)=O tert-butyl 2-[2-[(4-methoxyphenyl)methyl]-5-[(4-methylsulfanyl-benzoyl)-amino]pyrazol-3-yl]benzimidazole-1-carboxylate